N-(4-nitrosophenyl)-morpholine N(=O)C1=CC=C(C=C1)N1CCOCC1